(R)-N-(1-(6,7-difluoro-4-oxo-3,4-dihydrophthalazin-1-yl)ethyl)-4,6-difluoro-N-methyl-1H-indole-2-carboxamide FC=1C=C2C(NN=C(C2=CC1F)[C@@H](C)N(C(=O)C=1NC2=CC(=CC(=C2C1)F)F)C)=O